N-(2-(2-nitrophenyl)-vinyl)-N,N-diphenylamine [N+](=O)([O-])C1=C(C=CC=C1)C=CN(C1=CC=CC=C1)C1=CC=CC=C1